O=C1NC(CCC1N1C(C2=CC=CC(=C2C1=O)NCCC(C)(C)C=1C(=NC=CC1)C(=O)N)=O)=O (4-((2-(2,6-dioxopiperidin-3-yl)-1,3-dioxoisoindolin-4-yl)amino)-2-methylbutan-2-yl)picolinamide